C(C)(C)(C)C1=CC=C(C=C1)N=C1SC=C(N1)C1=CC=C(C=C1)F 2-(4-tert-butylphenylimino)-4-(4-fluorophenyl)thiazole